tert-butyl (1R,5S,6r)-6-[1-hydroxypropyl]-3-azabicyclo[3.1.0]hexane-3-carboxylate OC(CC)C1[C@H]2CN(C[C@@H]12)C(=O)OC(C)(C)C